C(C)C1=CC(=C(C=C1)NC=1N(C(C=C2CCN(C(C12)=O)OCCO)=O)C)F 8-((4-ethyl-2-fluorophenyl)amino)-2-(2-hydroxyethoxy)-7-methyl-3,4-dihydro-2,7-naphthyridine-1,6(2H,7H)-dione